6-[4-(2-chloro-9-phenyl-9H-fluoren-9-yl)phenyl]-8-oxatricyclo[7.4.0.02,7]trideca-1(13),2,4,6,9,11-hexaene ClC1=CC=2C(C3=CC=CC=C3C2C=C1)(C1=CC=CC=C1)C1=CC=C(C=C1)C=1C=CC=C2C3=CC=CC=C3OC12